F[C@@]1(C[C@H](O)[C@@H](CO)O1)N1C(=O)NC(=O)C=C1 2'-deoxyfluorouridine